C(C)(=O)NC1=CC=C(C=C1)CC(=O)O 4-acetylaminophenyl-acetic acid